C(\C=C\C(=O)N)(=O)O Fumaramic acid